OCCN1CN(CN(C1)CCO)CCO hexahydro-1,3,5-tris-(2-hydroxyethyl)-s-triazine